Cl.CC=1N=C2N(N=CC=C2C#N)C1 2-methylimidazo[1,2-b]pyridazine-8-carbonitrile hydrochloride